2-Nonadecyl-5-Octadecoxypyridine Hydrochloride Cl.C(CCCCCCCCCCCCCCCCCC)C1=NC=C(C=C1)OCCCCCCCCCCCCCCCCCC